tetramethylpiperidinylmagnesium CC1(C(N(CCC1)[Mg])(C)C)C